5-chloro-4-((2-((2,2-dimethylazetidin-1-yl)methyl)-6-fluorobenzyl)amino)-2-fluoro-N-(thiazol-4-yl)benzenesulfonamide ClC=1C(=CC(=C(C1)S(=O)(=O)NC=1N=CSC1)F)NCC1=C(C=CC=C1F)CN1C(CC1)(C)C